tert-butyl N-[(3R,4R)-4-fluoro-1-[6-[(3-methoxy-1-methyl-pyrazol-4-yl)amino]-9-methyl-purin-2-yl]pyrrolidin-3-yl]carbamate F[C@H]1[C@@H](CN(C1)C1=NC(=C2N=CN(C2=N1)C)NC=1C(=NN(C1)C)OC)NC(OC(C)(C)C)=O